N-[3-methyl-1-[5-methyl-2-[(2-methylpyrazol-3-yl)amino]pyrimidin-4-yl]indol-5-yl]but-2-ynamide CC1=CN(C2=CC=C(C=C12)NC(C#CC)=O)C1=NC(=NC=C1C)NC=1N(N=CC1)C